FS(=O)(=O)/C=C/C1=CC2=CC=CC=C2C=C1 (E)-2-(2-(fluorosulfonyl)vinyl)naphthalene